Di-(Isononyl) Adipate C(CCCCC(=O)OCCCCCCC(C)C)(=O)OCCCCCCC(C)C